C(C1=CC=CC=C1)N1C[C@@H]([C@H](C1)C1=C(C=CC(=C1)C(=O)OCC)C)C(=O)O (3R,4S)-1-benzyl-4-(5-(ethoxycarbonyl)-2-methylphenyl)pyrrolidine-3-carboxylic acid